3-(3-(3-((5-(Ethoxycarbonyl)-2-((2-methoxyphenyl)amino)pyrimidin-4-yl)amino)propyl)thioureido)propanoic acid C(C)OC(=O)C=1C(=NC(=NC1)NC1=C(C=CC=C1)OC)NCCCNC(NCCC(=O)O)=S